N-(3-phenylnaphthyl)-2-(4-fluorophenyl)-indole C1(=CC=CC=C1)C=1C=C(C2=CC=CC=C2C1)N1C(=CC2=CC=CC=C12)C1=CC=C(C=C1)F